ClC1=CC=C(C=C1)C=1N=CC(=NC1C)N1CCC(CC1)(N)C (5-(4-chlorophenyl)-6-methylpyrazin-2-yl)-4-methylpiperidin-4-amine